2-(4-nitrophenyl)-1,3-dioxolane [N+](=O)([O-])C1=CC=C(C=C1)C1OCCO1